endo-N-(7-cyano-7-azabicyclo[2.2.1]heptan-2-yl)-1-(4-cyclopropyl-2-pyridinyl)-2,3-dihydro-1H-indole-5-carboxamide C(#N)N1C2C(CC1CC2)NC(=O)C=2C=C1CCN(C1=CC2)C2=NC=CC(=C2)C2CC2